4-(5-(5-fluoro-2-methoxypyridin-4-yl)-1H-pyrazole-3-carbonyl)-N-((1r,4S)-4-(hydroxymethyl)-4-(trifluoromethyl)cyclohexyl)-4-azaspiro[2.5]Octane-7-carboxamide FC=1C(=CC(=NC1)OC)C1=CC(=NN1)C(=O)N1C2(CC2)CC(CC1)C(=O)NC1CCC(CC1)(C(F)(F)F)CO